C(C)OC(=O)C=1N=C2N(C=C(C(=C2)C)NC2=CC3=C(C=N2)N(C(N3C3CCOCC3)=O)C)C1 7-methyl-6-((3-methyl-2-oxo-1-(tetrahydro-2H-pyran-4-yl)-2,3-dihydro-1H-imidazo[4,5-c]pyridin-6-yl)amino)imidazo[1,2-a]pyridine-2-carboxylic acid ethyl ester